2-(4'-hydroxyphenylazo)benzoic acid OC1=CC=C(C=C1)N=NC1=C(C(=O)O)C=CC=C1